N1C(=NC2=C1C=CC=C2)C2=CC=C(C=C2)C2=C(C(=C(C(=C2C2=CC=C(C=C2)C2=NC1=C(N2)C=CC=C1)C1=CC=C(C=C1)C1=NC2=C(N1)C=CC=C2)C2=CC=C(C=C2)C2=NC1=C(N2)C=CC=C1)C1=CC=C(C=C1)C1=NC2=C(N1)C=CC=C2)C2=CC=C(C=C2)C2=NC1=C(N2)C=CC=C1 2,2'-(3',4',5',6'-tetrakis(4-(1H-benzo[d]imidazol-2-yl)phenyl)-[1,1':2',1''-terphenyl]-4,4''-diyl)bis(1H-benzo[d]imidazole)